C(=O)=C1NC=CC2=C1SC=C2N2N=CC(=C2C(F)(F)F)C(=O)NC2=CC(=NC=C2)C(F)(F)F 1-(7-carbonyl-6,7-dihydrothieno[2,3-c]pyridin-3-yl)-5-(trifluoromethyl)-N-(2-(trifluoromethyl)pyridin-4-yl)-1H-pyrazole-4-carboxamide